methyl 5-chloro-2-(difluoromethoxy)-6'-methyl-[3,4'-bipyridine]-3'-carboxylate ClC=1C=C(C(=NC1)OC(F)F)C1=C(C=NC(=C1)C)C(=O)OC